N-[3-[2-(difluoromethoxy)-5-methylsulfanyl-phenyl]-1-[2-[4-[(2S)-2-(dimethylcarbamoyl)pyrrolidin-1-yl]-1-piperidyl]-2-oxo-ethyl]pyrazol-4-yl]pyrazolo[1,5-a]pyrimidine-3-carboxamide FC(OC1=C(C=C(C=C1)SC)C1=NN(C=C1NC(=O)C=1C=NN2C1N=CC=C2)CC(=O)N2CCC(CC2)N2[C@@H](CCC2)C(N(C)C)=O)F